C(C=C)(=O)N1CC2(C1)CN(C(C2)=O)C2=NC(=NC(=C2C#N)C=2C(=CC=C1C=NNC21)C)N2CCOCC2 4-(2-acryloyl-7-oxo-2,6-diazaspiro[3.4]octan-6-yl)-6-(6-methyl-1H-indazol-7-yl)-2-morpholinopyrimidine-5-carbonitrile